7-((R)-4-acryloyl-2-(hydroxymethyl)piperazin-1-yl)-9-chloro-10-(2,4-difluorophenyl)-2,3-dihydro-5H-[1,4]oxazino[2,3,4-ij]quinazolin-5-one C(C=C)(=O)N1C[C@@H](N(CC1)C1=NC(N2C3=C(C(=C(C=C13)Cl)C1=C(C=C(C=C1)F)F)OCC2)=O)CO